dipyrimidine iodine salt [I].N1=CN=CC=C1.N1=CN=CC=C1